tert-butyl (S)-(1-((4-(3,6-dihydro-2H-pyran-4-yl)phenyl)amino)-1-oxo-3,3-diphenylpropan-2-yl)carbamate O1CCC(=CC1)C1=CC=C(C=C1)NC([C@H](C(C1=CC=CC=C1)C1=CC=CC=C1)NC(OC(C)(C)C)=O)=O